N1=C(N=CC=C1)N1C(=CC2=CC=CC=C12)CO 1-(2-pyrimidinyl)-2-hydroxymethyl-indole